Cl.CN([C@@H]1[C@H](CCCC1)N)C (1S,2S)-N1,N1-dimethylcyclohexane-1,2-diamine HCl